C(C)N1CC(CCC1)COC1=C(C=C2C(=NC=NC2=C1)C1=CC=C(C=C1)NC(CC1=CC=C(C=C1)C(F)(F)F)=O)OC N-(4-(7-((1-ethylpiperidin-3-yl)methoxy)-6-methoxyquinazolin-4-yl)phenyl)-2-(4-(trifluoromethyl)phenyl)acetamide